C(C(O)CC(=O)O)(=O)O.CC(C(=O)O)=C.ClC1=CC(=C2C(=N1)N(N=C2C(F)(F)F)COCC[Si](C)(C)C)CO (6-chloro-3-(trifluoromethyl)-1-((2-(trimethylsilyl)ethoxy)methyl)-1H-pyrazolo[3,4-b]pyridin-4-yl)methanol methyl-acrylate malate